7-butyl-5-hydroxy-2-methyl-2-(4-methylpent-3-en-1-yl)-2H-chromene-6-carboxylic acid C(CCC)C1=C(C(=C2C=CC(OC2=C1)(CCC=C(C)C)C)O)C(=O)O